OC1=C(C=CC=C1O)C(C)=O 1-(2,3-dihydroxyphenyl)ethanone